CC1CCC(CC1)O (1r,4r)-4-methylcyclohexanol